6-(1,1-dioxido-1,2-thiazinan-2-yl)-3-hydroxypyridine-2-carboxamide O=S1(N(CCCC1)C1=CC=C(C(=N1)C(=O)N)O)=O